C(C=C)C1=C2CCC(=C1)C2 Allyl-norborneneN